C(C)N1C(=NC2=NC(=C(C=C21)C2=NN=NN2)OC)C(O)(C2=CC=CC=C2)C2=C(C=CC=C2)C [1-ethyl-5-methoxy-6-(1H-1,2,3,4-tetrazol-5-yl)-1H-imidazo[4,5-b]pyridin-2-yl](2-methylphenyl)phenylmethanol